C(C)N1C[C@@H](CCC1)N (3R)-1-ethylpiperidin-3-amine